CC(C(O)O)CC(CC)(C)C 2,4,4-trimethylhexanediol